tert-butyl ((3S,4R)-1-(dimethyl(oxo)-λ6-sulfaneylidene)-2-oxo-4-(((R)-1,1,1-trifluoropropan-2-yl)oxy)pentan-3-yl)carbamate CS(=CC([C@H]([C@@H](C)O[C@@H](C(F)(F)F)C)NC(OC(C)(C)C)=O)=O)(=O)C